BrC1=CC(=NC=C1)C1C2(CC1(C2)CN2CCN(CC2)C)C(=O)N (4-bromopyridin-2-yl)-3-[(4-methylpiperazin-1-yl)methyl]bicyclo[1.1.1]pentane-1-carboxamide